3-Amino-N-[(6S)-2-[(3S,4S)-3-methoxy-4-(methylamino)pyrrolidin-1-yl]-5,6,7,8-tetrahydroquinolin-6-yl]-4,6-dimethylthieno[2,3-b]pyridine-2-carboxamide NC1=C(SC2=NC(=CC(=C21)C)C)C(=O)N[C@@H]2CC=1C=CC(=NC1CC2)N2C[C@@H]([C@H](C2)NC)OC